3-chloro-5-fluoro-2-((3-oxo-3H-pyrazolo[4,5,1-ij][1,6]naphthyridin-4(5H)-yl)methyl)benzofuran-7-carboxylic acid ClC1=C(OC2=C1C=C(C=C2C(=O)O)F)CN2CC1=CC=CN3C1=C(C2=O)C=N3